(1R,3S)-3-(3-(2-(2-formyl-3-hydroxy-5-methoxyphenoxy)acetamido)-1H-pyrazol-5-yl)cyclopentyl piperidine-1-carboxylate N1(CCCCC1)C(=O)O[C@H]1C[C@H](CC1)C1=CC(=NN1)NC(COC1=C(C(=CC(=C1)OC)O)C=O)=O